(1R,2S,5R)-5-methyl-2-isopropyl-cyclohexylcarboxylic acid C[C@@H]1CC[C@H]([C@@H](C1)C(=O)O)C(C)C